tert-butyl N-[(1S)-2-(2-benzyloxycarbonylhydrazino)-1-(cyclohexylmethyl)-2-oxo-ethyl]-N-methyl-carbamate C(C1=CC=CC=C1)OC(=O)NNC([C@H](CC1CCCCC1)N(C(OC(C)(C)C)=O)C)=O